N-(4,4-difluorocyclohexyl)-6-((1-methyl-1H-1,2,4-triazol-3-yl)methoxy)-2-(methylthio)pyrimidin-4-amine FC1(CCC(CC1)NC1=NC(=NC(=C1)OCC1=NN(C=N1)C)SC)F